ClC1=C(C#N)C(=CC(=C1)CCl)F 2-Chloro-4-(chloromethyl)-6-fluorobenzonitrile